(2R,3R)-7,5'-dimethoxy-3,5,2'-trihydroxyflavanone COC1=CC(=C2C([C@@H]([C@H](OC2=C1)C1=C(C=CC(=C1)OC)O)O)=O)O